methyl 4-(3-amino-2-fluorobenzyl)piperazine-1-carboxylate NC=1C(=C(CN2CCN(CC2)C(=O)OC)C=CC1)F